FC1=C(C(=CC(=C1F)C(F)(F)F)F)CC(=O)O 2,3,6-trifluoro-4-(trifluoromethyl)-phenylacetic acid